COCC1C2C3C4C=CC(C3C(C1)C2)C4 8-methoxymethyl-tetracyclo[4.4.0.12,5.17,10]-3-dodecene